7-fluoro-2-methyl-1H-indol FC=1C=CC=C2C=C(NC12)C